[Si](C)(C)(C(C)(C)C)OC=1C=CC(=NC1)NC(=O)N1CCN(CC1)C1=C(C=C(C=C1)F)F N-[5-[(tert-butyldimethylsilyl)oxy]pyridin-2-yl]-4-(2,4-difluorophenyl)piperazine-1-carboxamide